COC1=C(C=C(C(=C1)N1CCC(CC1)N1CCN(CC1)C)C)NC1=NC=C(C(=N1)NC=1C(=C2N=CC=NC2=CC1)NS(=O)(=O)C)C(=O)OC(C)C isopropyl 2-((2-methoxy-5-methyl-4-(4-(4-methylpiperazin-1-yl)piperidin-1-yl)phenyl)amino)-4-((5-(methylsulfonamido)quinoxalin-6-yl)amino)pyrimidine-5-carboxylate